CN1C(C=2N(CC(C1)C1=NC=NO1)N=C1C2CN(CC1)C(=O)OC(C)(C)C)=O tert-Butyl 10-methyl-8-(1,2,4-oxadiazol-5-yl)-11-oxo-3,4,8,9,10,11-hexahydro-1H-pyrido[4',3':3,4]pyrazolo[1,5-a][1,4]diazepine-2(7H)-carboxylate